naphthalene-1,8-dicarboxylic anhydride C12=CC=CC3=CC=CC(=C13)C(=O)OC2=O